Sodium N-[3-(trifluoromethyl)phenyl]sulfamate FC(C=1C=C(C=CC1)NS([O-])(=O)=O)(F)F.[Na+]